Cl.N1(CCNCC1)C=1C=C(C=CC1)N[C@H]1C(NC(CC1)=O)=O |r| (±)-3-((3-(piperazin-1-yl)phenyl)amino)piperidine-2,6-dione hydrochloride